N-(4-Fluorophenyl)-1-[5-(oxan-4-carbonyl)-5,6,7,8-tetrahydro-1,5-naphthyridin-2-yl]cyclobutan-1-carboxamid FC1=CC=C(C=C1)NC(=O)C1(CCC1)C1=NC=2CCCN(C2C=C1)C(=O)C1CCOCC1